C(C)(C)(C)OC(C=C)=O t-Butyl-acrylat